9-Fluoro-8-(5-{7-[(2R)-2-methylpyrrolidin-1-yl]-6,7,8,9-tetrahydro-5H-benzo[7]annulen-2-yl}-1H-pyrazolo[3,4-b]pyridin-3-yl)-2,3,4,5-tetrahydro-1,4-benzoxazepin-5-one FC1=C(C=CC=2C(NCCOC21)=O)C2=NNC1=NC=C(C=C12)C=1C=CC2=C(CCC(CC2)N2[C@@H](CCC2)C)C1